OC1CCN(CC1)C(=O)C=1C2=C(N(N1)CCC1CCN(CC1)C(=O)C1=CC=CC=C1)CCC2 [4-[2-[3-(4-Hydroxypiperidin-1-carbonyl)-5,6-dihydro-4H-cyclopenta[c]pyrazol-1-yl]ethyl]-1-piperidyl]phenylmethanon